4-(2-((5-chloro-2-(pentyloxy)benzyl)amino)ethyl)-N-(prop-2-yn-1-yl)benzenesulfonamide ClC=1C=CC(=C(CNCCC2=CC=C(C=C2)S(=O)(=O)NCC#C)C1)OCCCCC